2',3'-dichloro-6-methoxy-[2,4'-bipyridine]-5-carbaldehyde ClC1=NC=CC(=C1Cl)C1=NC(=C(C=C1)C=O)OC